ClC=1C=NC(=NC1)N1CCC(CC1)CCCOC1=CC(=C(C=C1)CC(=O)N1CC(C1)CC(=O)NC(CO)(CO)CO)F 2-[1-[2-[4-[3-[1-(5-chloropyrimidin-2-yl)-4-piperidyl]propoxy]-2-fluoro-phenyl]acetyl]azetidin-3-yl]-N-[2-hydroxy-1,1-bis(hydroxymethyl)ethyl]acetamide